dimethyl-aminoethyl-methacrylate CCC(C(=O)[O-])=C(CCN)C